C(C)C=1C(=CC(=C(C1)NC1=NC(=NC=N1)NC1=C(C2=CC=CC=C2C=C1)NS(=O)(=O)C)OC)N1CCC(CC1)N1CCN(CC1)C N-(2-((4-((5-ethyl-2-methoxy-4-(4-(4-methylpiperazin-1-yl)piperidin-1-yl)phenyl)amino)-1,3,5-triazin-2-yl)amino)naphthalen-1-yl)methanesulfonamide